ClC1=CC=C(C=C1)C=1OC2=C(C3=C(N1)C=CC1=CC=C(C=C13)OC)C=CC=C2 6-(4-chlorophenyl)-12-methoxybenzo[f]naphtho[2,1-d][1,3]oxazepine